CN(C(=O)C=1NN=C2C1CN(CC2)C(=O)C=2NC1=CC(=CC(=C1C2)C)F)C2(CC2)C2=CC=C(C(=O)O)C=C2 4-{1-[N-methyl-5-(6-fluoro-4-methyl-1H-indole-2-carbonyl)-2H,4H,5H,6H,7H-pyrazolo[4,3-c]pyridine-3-amido]cyclopropyl}benzoic acid